CC=1N(C(=CC1)C)C1=NN(C2=CC=C(C(=C12)OC)C(C(F)(F)F)OC)C(F)(F)F 3-(2,5-Dimethyl-1H-pyrrol-1-yl)-4-methoxy-5-(2,2,2-trifluoro-1-methoxyethyl)-1-(trifluoromethyl)-1H-indazole